3-(4-chlorophenyl)-5-(2,3-dihydroxybenzylidene)-1-methyl-2-selenoxoimidazolidin-4-one ClC1=CC=C(C=C1)N1C(N(C(C1=O)=CC1=C(C(=CC=C1)O)O)C)=[Se]